[Si]([O-])([O-])([O-])[O-].[Hf+4] Hafnium silicat